(p-cymene) Ruthenium(II) chloride [Ru](Cl)Cl.C1(=CC=C(C=C1)C)C(C)C